O1C(=CC=C1)C(=O)O 2-furoic acid